ClC1=CC=2[C@H](CCC3=C(C2C=CC1=O)C(=C(C(=C3)OC)OC)OC)NC(C)=O (S)-N-(9-chloro-1,2,3-trimethoxy-10-oxo-5,6,7,10-tetrahydrobenzo[a]heptalen-7-yl)acetamide